C(C)(C)(C)C1=C(C(=CC(=C1)C=1C2=CC=CC=C2C=C2C=CC=CC12)C(C)(C)C)O 2,6-di-t-butyl-4-(9-anthracenyl)phenol